[F-].[F-].[Na+] sodium fluoride, fluoride salt